ClC1=C(C(=O)NC2=C(C=C(C(=C2)C=2C=NC(=NC2)N2CCOCC2)F)N2C[C@H](N([C@H](C2)C)C)C)C=CC=C1Cl |r| 2,3-dichloro-N-[4-fluoro-5-(2-morpholin-4-ylpyrimidin-5-yl)-2-[rac-(3R,5S)-3,4,5-trimethylpiperazin-1-yl]phenyl]benzamide